tert-butyl (5-(4-fluorobenzamido)pentyl)carbamate FC1=CC=C(C(=O)NCCCCCNC(OC(C)(C)C)=O)C=C1